N-(2-((1R,4R)-2-oxa-5-azabicyclo[2.2.1]heptane-5-yl)-5-((6-((R)-3-(4-chloro-3-fluorophenyl)isoxazolidine-2-yl)pyrimidine-4-yl)amino)-4-methoxyphenyl)acrylamide [C@H]12OC[C@H](N(C1)C1=C(C=C(C(=C1)OC)NC1=NC=NC(=C1)N1OCC[C@@H]1C1=CC(=C(C=C1)Cl)F)NC(C=C)=O)C2